COC=1C=C(C=CC1)C=1C(=C2N(N1)CCC2)C=2C=CC=1N(C2)N=CN1 6-(2-(3-Methoxyphenyl)-5,6-dihydro-4H-pyrrolo[1,2-b]pyrazol-3-yl)-[1,2,4]triazolo[1,5-a]pyridine